3-methyl-1-(prop-2-yn-1-yl)-1H-pyrazole-5-carbonyl isothiocyanate CC1=NN(C(=C1)C(=O)N=C=S)CC#C